2-(4-(2-(2,6-Dichlorophenyl)-3-(hydroxymethyl)imidazo[2,1-f][1,6]naphthyridin-9-yl)-1H-pyrazol-1-yl)-N,N-dimethylacetamide ClC1=C(C(=CC=C1)Cl)C=1N=C2C=3C=C(C=NC3C=CN2C1CO)C=1C=NN(C1)CC(=O)N(C)C